N-Amino-Morpholin NN1CCOCC1